C(C=C)S(=O)(=O)F allsulfonyl fluoride